tert-butyl (6-(((1R,5S,6r)-3-oxabicyclo[3.1.0]hexan-6-yl)(methyl)amino)-8-(3-(benzyloxy)-2,6-dimethylphenyl)pyrido[3,4-d]pyrimidin-4-yl)(2,4-dimethoxybenzyl)carbamate [C@H]12COC[C@@H]2C1N(C1=CC2=C(N=CN=C2N(C(OC(C)(C)C)=O)CC2=C(C=C(C=C2)OC)OC)C(=N1)C1=C(C(=CC=C1C)OCC1=CC=CC=C1)C)C